FC1=C(C=O)C(=CC=C1)OCC1=CC=C(C=C1)OC 2-fluoro-6-((4-methoxybenzyl)oxy)benzaldehyde